N1N=C(C=C1)C1C(CN)O1 pyrazolglycidylamine